CC1=C(C=C(C=C1)N1CC2N(C(C1)C2)C(=O)OC(C)(C)C)C(NC2(CC2)C2=C1C=CC=NC1=CC(=C2)C2=CN=C(O2)C)=O tert-butyl 3-(4-methyl-3-((1-(7-(2-methyloxazol-5-yl)quinolin-5-yl)cyclopropyl)carbamoyl)phenyl)-3,6-diazabicyclo[3.1.1]heptane-6-carboxylate